C(C)N1C(=NN(C1=O)C1=C(C=C(C(=N1)O[C@H](C(F)(F)F)C)C(=O)NC1=C(C(=NC=C1C)OC)C)F)CO 6-[4-Ethyl-3-(hydroxymethyl)-5-oxo-1,2,4-triazol-1-yl]-5-fluoro-N-(2-methoxy-3,5-dimethyl-4-pyridyl)-2-[(1S)-2,2,2-trifluoro-1-methyl-ethoxy]pyridine-3-carboxamide